C(C)(=O)NCCC1=CC=C(C=C1)F acetyl-4-fluorophenylethylamine